NC=1NC(C=2N=CN(C2N1)[C@H]1[C@@H]([C@@H]([C@H](O1)CNC(CCC(=O)O)=O)O)O)=O 4-[[(2R,3S,4R,5R)-5-(2-amino-6-oxo-1H-purin-9-yl)-3,4-dihydroxy-tetrahydrofuran-2-yl]methylamino]-4-oxo-butanoic acid